(S)-N4-(2-fluoro-4-((1-(2-methoxypyrimidin-5-yl)-1H-pyrazol-3-yl)oxy)phenyl)-7-methoxy-N6-(pyrrolidin-3-yl)quinazoline-4,6-diamine FC1=C(C=CC(=C1)OC1=NN(C=C1)C=1C=NC(=NC1)OC)NC1=NC=NC2=CC(=C(C=C12)N[C@@H]1CNCC1)OC